N(=[N+]=[N-])[C@@H]1[C@@H](N(C[C@@H]1F)C(=O)OCC1=CC=CC=C1)CC1=C(C(=CC=C1)Cl)F |r| rac-benzyl (2S,3R,4S)-3-azido-2-[(3-chloro-2-fluorophenyl)methyl]-4-fluoropyrrolidine-1-carboxylate